N-((3R,4S)-4-((7-(2,6-dichloro-3,5-dimethoxyphenyl)-5-(2-oxa-6-azaspiro[3.3]heptan-6-yl)-2,6-naphthyridin-3-yl)amino)tetrahydrofuran-3-yl)acrylamide ClC1=C(C(=C(C=C1OC)OC)Cl)C1=NC(=C2C=C(N=CC2=C1)N[C@H]1[C@H](COC1)NC(C=C)=O)N1CC2(COC2)C1